NC1=CC=C(C=N1)OC=1C=C(C=CC1)NC(=O)NC1=C(C=CC=C1)C 1-(3-((6-aminopyridin-3-yl)oxy)phenyl)-3-(o-tolyl)urea